(R)-6-(1-methyl-1H-pyrazol-4-yl)-4-(3-methylpiperazin-1-yl)pyrazolo[1,5-a]Pyridine-3-carbonitrile hydrochloride Cl.CN1N=CC(=C1)C=1C=C(C=2N(C1)N=CC2C#N)N2C[C@H](NCC2)C